5-hydroxy-4-phenyl-7-(2-(prop-2-yn-1-yloxy)ethoxy)-2H-chromen-2-one OC1=C2C(=CC(OC2=CC(=C1)OCCOCC#C)=O)C1=CC=CC=C1